BrC1=C(C=C(OCC2CC23CC3)C=C1)F ((4-bromo-3-fluorophenoxy)methyl)spiro[2.2]pentane